((5-(2,6-dioxopiperidin-3-yl)-6-oxo-5,6-dihydro-4H-thieno[2,3-c]pyrrol-2-yl)methyl)-N2,N2-dimethyloxalamide O=C1NC(CCC1N1C(C2=C(C1)C=C(S2)CNC(C(=O)N(C)C)=O)=O)=O